(2R,3S,4R,5R)-5-cyano-2-((2-cyclohexylacetoxy)methyl)-4-hydroxy-5-(4-(2-methoxy-2-methylpropanamido)pyrrolo[2,1-f][1,2,4]triazin-7-yl)tetrahydrofuran-3-yl L-valinate N[C@@H](C(C)C)C(=O)O[C@@H]1[C@H](O[C@]([C@@H]1O)(C1=CC=C2C(=NC=NN21)NC(C(C)(C)OC)=O)C#N)COC(CC2CCCCC2)=O